N-[6-[(3R)-3-(hydroxymethyl)-3-methyl-pyrrolidin-1-yl]-2,2-dimethyl-3H-benzofuran-5-yl]pyrazolo[1,5-a]pyrimidine-3-carboxamide OC[C@]1(CN(CC1)C1=CC2=C(CC(O2)(C)C)C=C1NC(=O)C=1C=NN2C1N=CC=C2)C